OC(=O)C(F)(F)F.ClC1=CC(=C(COC2=CC=C(C(=N2)N2C[C@@H](NCC2)C)F)C=C1)F (S)-1-(6-((4-chloro-2-fluorobenzyl)oxy)-3-fluoropyridin-2-yl)-3-methylpiperazine TFA salt